(S)-3-bromo-2-hydroxy-2-methylpropanoic acid BrC[C@@](C(=O)O)(C)O